7-chloro-3-(4-methylphenyl)isoquinoline ClC1=CC=C2C=C(N=CC2=C1)C1=CC=C(C=C1)C